C(C(C)C)OC=1C=C(C=2N(C1)N=CC2C#N)C=2C=NC(=CC2)N2CCN(CC2)CC=2C=NC(=CC2)OC 6-isobutoxy-4-(6-(4-((6-methoxypyridin-3-yl)methyl)piperazin-1-yl)pyridin-3-yl)pyrazolo[1,5-a]pyridine-3-carbonitrile